methyl (S)-3-(N-(2-(2-((allyloxy)methyl)piperidin-1-yl)-4-chloro-5-cyanophenyl)sulfamoyl)-4-vinylbenzoate C(C=C)OC[C@H]1N(CCCC1)C1=C(C=C(C(=C1)Cl)C#N)NS(=O)(=O)C=1C=C(C(=O)OC)C=CC1C=C